FC=1C=C(C=CC1)[C@H](CNCC1CCC(CC1)NS(=O)(=O)C)O N-((1R,4r)-4-((((R)-2-(3-Fluorophenyl)-2-hydroxyethyl)amino)methyl)-cyclohexyl)methanesulfonamide